FC(C=1C(=C(C=CC1)[C@@H](C)NC1=NC(=NC2=CC(=C(C=C12)OCCOC)OC)C)F)([C@H]1CNCCO1)F N-((1R)-1-(3-(difluoro((R)-morpholin-2-yl)methyl)-2-fluorobenzeneyl)ethyl)-7-methoxy-6-(2-methoxyethoxy)-2-methylquinazolin-4-amine